CS(=O)(=O)OC(C)C1CC2(CN(C2)C(=O)OC(C)(C)C)C1 tert-Butyl 6-(1-((methylsulfonyl)oxy)ethyl)-2-azaspiro[3.3]heptane-2-carboxylate